6-(2,5-Difluoro-6-hydroxypyridin-3-yl)-5-((2,4,6-trifluorobenzyl)thio)thiazolo[4,5-d]-pyrimidin-7(6H)-one FC1=NC(=C(C=C1N1C(=NC2=C(C1=O)SC=N2)SCC2=C(C=C(C=C2F)F)F)F)O